3-isopropyl-5-(1,2,3,6-tetrahydropyridin-4-yl)pyrazolo[1,5-a]pyrimidine C(C)(C)C=1C=NN2C1N=C(C=C2)C=2CCNCC2